C(CCC)N1C=NC2(C1=O)CC1CC1C2 butylspiro[bicyclo[3.1.0]hexane-3,4'-imidazole]-5'(1'h)-one